2-(tert-butyl)-4-phenyl-2H-benzo[e][1,3]oxazin-3(4H)-ol C(C)(C)(C)C1OC2=C(C(N1O)C1=CC=CC=C1)C=CC=C2